methylquinoxalin CC1=NC2=CC=CC=C2N=C1